[Re](Cl)(Cl)Cl Rhenium(III) chlorid